NC1=NC(=C2N=CN(C2=N1)[C@H]1C[C@H](C1)COP(=O)(OC1=CC=CC=C1)N[C@@H](C)C(=O)OCC)OC Ethyl (((cis-3-(2-amino-6-methoxy-9H-purin-9-yl)cyclobutyl) methoxy) (phenoxy)phosphoryl)-L-alaninate